C(C)[C@@H]1N(CC2=CC(=CC(=C2C1)F)C(=O)OC)CC12OC3CC(CC(C1)C3)C2 methyl (3S)-3-ethyl-5-fluoro-2-(2-oxatricyclo[3.3.1.13,7]decan-1-ylmethyl)-3,4-dihydro-1H-isoquinoline-7-carboxylate